C(C=C)(=O)OCC[N+](C)(CC)CC1=CC=CC=C1 [2-(acryloyloxy)ethyl]benzylethylmethylammonium